3-[(2-METHYLPYRIDIN-4-YL)ACETYL]BENZONITRILE CC1=NC=CC(=C1)CC(=O)C=1C=C(C#N)C=CC1